C(C)(C)(C)NC(O)=O.FC1=C(C=C(N)C=C1)[N+](=O)[O-] (4-fluoro-3-nitroaniline) t-butyl-carbamate